FC1=C(C(=CC=2CCC(CC12)NCCC[Si](C)(C)O)O)N1CC(NS1(=O)=O)=O 5-[1-fluoro-3-hydroxy-7-({3-[hydroxy(dimethyl)silyl]propyl}amino)-5,6,7,8-tetrahydronaphthalen-2-yl]-1λ6,2,5-thiadiazolidine-1,1,3-trione